Cobalt-Nickel-Molybdenum [Mo].[Ni].[Co]